P(O)(=O)(OP(=O)(O)OP(=O)(O)O)OC[C@@H]1[C@H]([C@H]([C@@H](O1)C1=CN(C(=O)NC1=O)CCC)O)O N1-propylpseudouridine triphosphate